tert-butyl N-{6-bromo-3-methyl-2H-furo[3,2-b]pyridin-3-yl}carbamate BrC=1C=C2C(=NC1)C(CO2)(C)NC(OC(C)(C)C)=O